Thiocyanic acid, oxydi-2,1-ethanediyl ester O(CCSC#N)CCSC#N